COC([C@H](NC(C1=C(C=CC(=C1)C(F)(F)F)F)=O)C(C)C)=O (2-fluoro-5-(trifluoromethyl)benzoyl)-D-valine methyl ester